ClC=1C=C(C=C(C1OCC(CCO)(C)C)Cl)C=1C(CC(NN1)=O)C 6-[3,5-dichloro-4-(4-hydroxy-2,2-dimethylbutoxy)phenyl]-5-methyl-4,5-dihydro-2H-pyridazin-3-one